(1,3-thiazol-5-yl)methanone S1C=NC=C1C=O